n-methyl-3-(1-(7-(1-methyl-1H-pyrazol-5-yl)-4-oxoquinazolin-3(4H)-yl)ethyl)benzamide CNC(C1=CC(=CC=C1)C(C)N1C=NC2=CC(=CC=C2C1=O)C1=CC=NN1C)=O